2-[(4-{5-[(2-chloro-4-methylphenyl)(methyl)amino]-2-cyclopropylbenzoyl}piperazin-1-yl)methyl]-1-{[(2S)-oxetan-2-yl]methyl}-1H-1,3-benzodiazole-6-carboxylic acid ClC1=C(C=CC(=C1)C)N(C=1C=CC(=C(C(=O)N2CCN(CC2)CC2=NC3=C(N2C[C@H]2OCC2)C=C(C=C3)C(=O)O)C1)C1CC1)C